FC(C1=NC(=NO1)C1=CC=C(C=C1)CN1C=C2C(=C1)C(CC2)=O)(F)F 2-[[4-[5-(trifluoromethyl)-1,2,4-oxadiazol-3-yl]phenyl]methyl]-5,6-dihydrocyclopenta[c]pyrrol-4-one